n-butyl-ethyl-magnesium C(CCC)[Mg]CC